3-(3,5-difluorophenyl)-5-(1-hydroxyethyl)-4H-isoxazole-5-carboxylic acid methyl ester COC(=O)C1(CC(=NO1)C1=CC(=CC(=C1)F)F)C(C)O